3'-fluoro-5,5-dimethyl-4-oxo-5'H-spiro[cyclohexane-1,7'-furo[3,4-b]pyridin] FC=1C=C2C(=NC1)C1(OC2)CCC(C(C1)(C)C)=O